NC1=C(C(N(N=C1Br)C1=CC2=CN(N=C2C=C1)C)=O)Cl 5-amino-6-bromo-4-chloro-2-(2-methyl-2H-indazol-5-yl)-2,3-dihydropyridazin-3-one